C(C1=CC=CC=C1)N1N=CC(=C1)C=1C(=CC(N(C1)C)=O)C1=CC=C(C=C1)OC 5-(1-benzyl-1H-pyrazol-4-yl)-4-(4-methoxyphenyl)-1-methyl-pyridin-2(1H)-one